rac-5-oxo-2-phenyl-5,7,8,9-tetrahydropyrrolo[1,2-c][1,2,4]triazolo[1,5-a]pyrimidine-9-carboxylic acid ethyl ester C(C)OC(=O)[C@H]1CCC=2N1C=1N(C(C2)=O)N=C(N1)C1=CC=CC=C1 |r|